C(C1=CC=CC=C1)=C1N=C(OC1=O)C=1C=C(C=CC1F)CC(=O)[O-] 3-(4-benzylidene-5-oxo-4,5-dihydro-oxazol-2-yl)-4-fluorophenylacetate